CC1=C(C=CC(=C1C)SC)Br 2,3-dimethyl-4-methylsulfenyl-bromobenzene